C1(CC1)C=1C=CC(=C(C(=O)O)C1)NC=1C=NC=C(C1O[C@H](C(F)(F)F)C)C=1CCOCC1 (S)-5-cyclopropyl-2-((5-(3,6-dihydro-2H-pyran-4-yl)-4-((1,1,1-trifluoropropan-2-yl)oxy)pyridin-3-yl)amino)benzoic acid